2-((1r,4r)-4-(4-(4,4,5,5-tetramethyl-1,3,2-dioxaborolan-2-yl)-1H-pyrazol-1-yl)cyclohexyl)ethan-1-ol CC1(OB(OC1(C)C)C=1C=NN(C1)C1CCC(CC1)CCO)C